1,1,3,3-tetramethyl-1,3-divinyldisiloxane C[Si](O[Si](C=C)(C)C)(C=C)C